5-(Trifluoromethyl)-2,3-dihydro-1,4-benzoxathiine FC(C1=CC=CC2=C1SCCO2)(F)F